BrC1=C(C(=O)NC2=NC=C(C=C2F)C(C(C(F)(F)F)(F)F)(F)F)C=C(C(=C1)C)[N+](=O)[O-] 2-bromo-N-[3-fluoro-5-(1,1,2,2,3,3,3-heptafluoropropyl)-2-pyridyl]-4-methyl-5-nitro-benzamide